F[P-](F)(F)(F)(F)F.N1[NH+]=[N+](C2=NC=CC=C21)[O-] 2-triazolo[4,5-b]pyridinium 3-oxide hexafluorophosphate